C1(CC1)C=1N=NN(C1)[C@H](C(=O)N1[C@@H](C[C@H](C1)O)C(=O)NCCN1N=CN=N1)C(C)(C)C (2S,4R)-1-[(2S)-2-(4-cyclopropyltriazol-1-yl)-3,3-dimethyl-butanoyl]-4-hydroxy-N-[2-(tetrazol-2-yl)ethyl]pyrrolidine-2-carboxamide